ClC1=C(C=C(C(=C1)F)OC)C1=CC=2NC(N(C(C2S1)=O)C=1C2=C(C=NC1)C=NN2C2CC2)=O 6-(2-chloro-4-fluoro-5-methoxy-phenyl)-3-(1-cyclopropylpyrazolo[4,3-c]pyridin-7-yl)-1H-thieno[3,2-d]pyrimidine-2,4-dione